N1(C=NC=C1)C1=CC=C(C=N1)/C=C/C=1C=NC(=NC1)N1C[C@@H](N(CC1)C1=NC=CC=N1)COC (R,E)-5-(2-(6-(1H-imidazol-1-yl)pyridin-3-yl)vinyl)-2-(3-(methoxymethyl)-4-(pyrimidin-2-yl)piperazin-1-yl)pyrimidine